FC1=C(C#N)C(=CC=C1)C1=CC=CC2=C1NC(=NS2(=O)=O)NCC(C)OC 2-fluoro-6-(3-((2-methoxypropyl)amino)-1,1-dioxo-4H-benzo[e][1,2,4]thiadiazin-5-yl)benzonitrile